6-(4-chlorophenyl)-N-(1-(cyclopropylaminomethyl-thio)-4-(hydroxymethyl)piperidin-4-yl)-2-(1-methyl-1H-pyrazol-4-yl)-3-oxo-2,3-dihydropyridazine-4-carboxamide ClC1=CC=C(C=C1)C=1C=C(C(N(N1)C=1C=NN(C1)C)=O)C(=O)NC1(CCN(CC1)SCNC1CC1)CO